tert-butyl (S)-4-((6-((5-(difluoromethoxy)-1H-pyrazol-3-yl)amino)pyrazin-2-yl)oxy)-2,2-dimethylpiperidine-1-carboxylate FC(OC1=CC(=NN1)NC1=CN=CC(=N1)O[C@@H]1CC(N(CC1)C(=O)OC(C)(C)C)(C)C)F